C(C)(=O)O[C@@H]1[C@@H]([C@H](O[C@H]1N1C2=NC(=NC=C2N(C1=O)CC1=CC=C(C=C1)OC)N)COC(C)=O)F ((2R,3R,4S,5R)-4-acetoxy-5-(2-amino-7-(4-methoxybenzyl)-8-oxo-7,8-dihydro-9H-purin-9-yl)-3-fluorotetrahydrofuran-2-yl)methylacetat